(S)-N-((4-carbamimidoylthiophen-2-yl)methyl)-7-(2-(6-(4-fluorophenyl)-1-oxo-3,4-dihydroisoquinolin-2(1H)-yl)acetyl)-1,4-dioxa-7-azaspiro[4.4]nonane-8-carboxamide C(N)(=N)C=1C=C(SC1)CNC(=O)[C@H]1N(CC2(OCCO2)C1)C(CN1C(C2=CC=C(C=C2CC1)C1=CC=C(C=C1)F)=O)=O